N1=CN=C(C2=C1NC=C2)C=2C=NN(C2)C2(CN(C2)S(=O)(=O)C2CC2)CC#N 2-(3-(4-(7H-pyrrolo[2,3-d]pyrimidin-4-yl)-1H-pyrazol-1-yl)-1-(cyclopropylsulfonyl)-azetidine-3-yl)acetonitrile